N-(5-((2,5-dichloropyrimidin-4-yl)amino)-2,3-dihydrobenzofuran-6-yl)methanesulfonamide ClC1=NC=C(C(=N1)NC=1C(=CC2=C(CCO2)C1)NS(=O)(=O)C)Cl